C1(=CC=CC=C1)N1C2=NC(=NC(=C2N=C1)OC1=CC=NC=C1)N1CCOCC1 4-(9-phenyl-6-(pyridin-4-yloxy)-9H-purin-2-yl)morpholine